C(C)(C)(C)OC(CCC(C=1SC=CN1)=O)=O.CN1[C@@H](CCC1)C=1C=NC=CC1 (S)-3-(1-methylpyrrolidin-2-yl)pyridine tert-butyl-4-oxo-4-(thiazol-2-yl)butanoate